4-(3-((5-(difluoromethyl)-2-((3-methyl-1-(1-methylpyrrolidin-3-yl)-1H-pyrazol-4-yl)amino)pyrimidin-4-yl)amino)propyl)-1-methyl-1,4-diazepan-5-one FC(C=1C(=NC(=NC1)NC=1C(=NN(C1)C1CN(CC1)C)C)NCCCN1CCN(CCC1=O)C)F